COC1=CC=C(CN(S(=O)(=O)C2=NN(C(=C2)C(C(F)(F)F)O)C)CC2=CC=C(C=C2)OC)C=C1 N,N-bis(4-methoxybenzyl)-1-methyl-5-(2,2,2-trifluoro-1-hydroxyethyl)-1H-pyrazole-3-sulfonamide